FC1=CC2=C(OC3=C(C(=N2)N2CCNCC2)C=C(C=C3)C(F)(F)F)C=C1 8-Fluoro-11-(piperazin-1-yl)-2-(trifluoromethyl)dibenzo[b,f][1,4]oxazepine